C(ON1C(N=CC2=C1N=CC(=C2)C=2C=C(C=CC2C)NC(C2=CC(=NC=C2)C(F)(F)F)=O)NC)[2H] N-(3-(1-(methoxy-d)-2-(methylamino)pyrido[2,3-d]pyrimidin-6-yl)-4-methylphenyl)-2-(trifluoromethyl)isonicotinamide